C(C)(C)(C)C1N(CCN(C1)C=1C=C2C(N(C(C2=CC1)=O)C1C(NC(CC1)=O)=O)=O)C(=O)O tert-butyl-4-(2-(2,6-dioxopiperidin-3-yl)-1,3-dioxoisoindolin-5-yl)piperazine-1-carboxylic acid